N1N=CC=CC2=C1C=C(C=C2)C(C)=O benzodiazepin-8-yl-1-ethanone